Methyl-(5RS)-2-[2,5-bis(trifluoromethyl)benzyl]-3-oxo-2,3,5,6,7,8-hexahydro[1,2,4]triazolo[4,3-a]pyridine-5-carboxylate COC(=O)[C@H]1CCCC=2N1C(N(N2)CC2=C(C=CC(=C2)C(F)(F)F)C(F)(F)F)=O |r|